(4-([1,1'-biphenyl]-4-yl)but-1-en-2-yl)tributylstannane C1(=CC=C(C=C1)CCC(=C)[Sn](CCCC)(CCCC)CCCC)C1=CC=CC=C1